O1CC(CC1)C=1C=CC(=NC1)C(=O)OC methyl 5-(tetrahydrofuran-3-yl)picolinate